C(C(C)C)N(CC(C)C)CC(C)C triisobutylamine